FC=1C(=NC(=NC1)NC=1C(=CC(=C(C1)NC(C=C)=O)N1CCOCC1)OC)N1N=C(C(=C1)CN1C[C@@H]([C@@H](C1)OC)O)C N-(5-(5-fluoro-4-(4-(((3S,4R)-3-hydroxy-4-methoxypyrrolidin-1-yl)methyl)-3-methyl-1H-pyrazol-1-yl)pyrimidin-2-ylamino)-4-methoxy-2-morpholinophenyl)acrylamide